1-[4-CHLORO-2-(4-{[(2,4-DIMETHOXYPHENYL)METHYL]AMINO}CINNOLIN-7-YL)PHENYL]-1H-PYRAZOLE-3-CARBONITRILE ClC1=CC(=C(C=C1)N1N=C(C=C1)C#N)C1=CC=C2C(=CN=NC2=C1)NCC1=C(C=C(C=C1)OC)OC